NC1=C2N=C(N(C2=NC=N1)CCNS(=O)(=O)C(C)(C)C)SC1=CC2=C(OCO2)C=C1N(C)C N-(2-(6-amino-8-((6-(dimethylamino)benzo[d][1,3]dioxol-5-yl)thio)-9H-purin-9-yl)ethyl)-2-methylpropane-2-sulfonamide